trichlorostyrene 2-Hexyloctyl-((((2R,3S,5R)-5-(6-amino-2-fluoro-9H-purin-9-yl)-2-ethynyl-3-hydroxytetrahydrofuran-2-yl)methoxy)(phenoxy)phosphoryl)-L-phenylalaninate C(CCCCC)C(CN([C@@H](CC1=CC=CC=C1)C(=O)O)P(=O)(OC1=CC=CC=C1)OC[C@]1(O[C@H](C[C@@H]1O)N1C2=NC(=NC(=C2N=C1)N)F)C#C)CCCCCC.ClC(=C(Cl)Cl)C1=CC=CC=C1